3-(2-Aminoethyl)-1-ethylindol-4-ol NCCC1=CN(C=2C=CC=C(C12)O)CC